C(N)(OC=1OC(=CN1)C)=O (5-methyl-1,3-oxazol-2-yl) carbamate